Cl.Cl.NC1=C(C=C(C(=C1)S)N)S 2,5-diaminobenzene-1,4-dithiol dihydrochloride